C(C)OC1(C=C(C(C2(CCCC2)C1)=O)C#N)C1=NC=C(C=C1)F 9-ethoxy-9-(5-fluoropyridin-2-yl)-6-oxospiro[4.5]dec-7-ene-7-carbonitrile